isobutylamide C(C(C)C)[NH-]